C1(CC1)C=1C=NNC1 4-cyclopropyl-pyrazole